(2R)-2-(2,4-difluorophenyl)-1,1-difluoro-1-(5-(4-(4-(4-(1-hydroxyethyl)phenyl)piperazin-1-yl)phenyl)pyridin-2-yl)-3-(1H-tetrazol-1-yl)propan-2-ol FC1=C(C=CC(=C1)F)[C@](C(C1=NC=C(C=C1)C1=CC=C(C=C1)N1CCN(CC1)C1=CC=C(C=C1)C(C)O)(F)F)(CN1N=NN=C1)O